dihydropyrazolo[5,1-b]oxazole-7-sulfonimidamide O1C=2N(CC1)N=CC2S(=O)(N)=N